COC([C@H](C[C@H]1C(NCC1)=O)NC(=O)[C@@H]1[C@@H]2C([C@H]2CN1C(=O)OC(C)(C)C)(C)C)=O (1S,2S,5S)-tert-butyl 2-(((S)-1-methoxy-1-oxo-3-((S)-2-oxopyrrolidin-3-yl)propan-2-yl)carbamoyl)-6,6-dimethyl-3-azabicyclo[3.1.0]hexane-3-carboxylate